COC([C@@H](N(C)C(=O)OC(C)(C)C)C(C1=CN(C2=CC=CC=C12)C)(C)C)=O N-(t-butoxycarbonyl)-N,β,β,1-tetramethyl-L-tryptophan methyl ester